C(C)(C)C(C(C)(C)C=1C=C(C=C(C1)O)O)CCCCC 5-(3-isopropyl-2-methyloctan-2-yl)benzene-1,3-diol